(S)-N-(3-chloro-2,4-difluorophenyl)-1-(6-methyl-4-(trifluoromethyl)pyridin-2-yl)pyrrolidine-2-carboxamide ClC=1C(=C(C=CC1F)NC(=O)[C@H]1N(CCC1)C1=NC(=CC(=C1)C(F)(F)F)C)F